ClC[C@H](CC(=O)OC)O methyl [S]-[+]-4-chloro-3-hydroxybutyrate